FC1=NC=CC=C1C=1C=C2C(=NNC2=CC1)C(=O)NC1=CC=NC=C1 5-(2-fluoropyridin-3-yl)-N-(pyridin-4-yl)-1H-indazole-3-carboxamide